(E)-PHYTYL BENZOATE C(C1=CC=CC=C1)(=O)OC\C=C(/C)\CCC[C@H](C)CCC[C@H](C)CCCC(C)C